(S)-2-((2-((S)-4-(difluoromethyl)-2-oxooxazolidin-3-yl)-5,6-dihydrobenzo[f]imidazo[1,2-d][1,4]oxazepin-9-yl)(methyl)amino)propionamide FC([C@H]1N(C(OC1)=O)C=1N=C2N(CCOC3=C2C=CC(=C3)N([C@H](C(=O)N)C)C)C1)F